N2,N4-dimethyl-1,3,5-triazin-2,4-diamine CNC1=NC=NC(=N1)NC